2-(5-(1-(3,5-difluorophenyl)ethoxy)-1-(tetrahydro-2H-pyran-2-yl)-1H-indazole-3-yl)-3a,4,6,6a-tetrahydropyrrolo[3,4-d]imidazole FC=1C=C(C=C(C1)F)C(C)OC=1C=C2C(=NN(C2=CC1)C1OCCCC1)C=1NC2C(N1)CNC2